(1H-benzo[d][1,2,3]triazol-1-yl)methanol N1(N=NC2=C1C=CC=C2)CO